ClC=1C(=CC(=C(C1)N[C@H](CC(=O)OC)C(C)(C)C)[N+](=O)[O-])C(NC)=O methyl (R)-3-((5-chloro-4-(methylcarbamoyl)-2-nitrophenyl) amino)-4,4-dimethylvalerate